BrC1=CC=C(C=C1)NC=1SC=C(N1)C(F)(F)F N-(4-bromophenyl)-4-(trifluoromethyl)thiazol-2-amine